CC(COC=1C=C(C=2N(C1)N=CC2C#N)C=2C=NC(=CC2)N2CCNCC2)CC 6-(2-methylbutoxy)-4-(6-(piperazin-1-yl)pyridin-3-yl)pyrazolo[1,5-a]pyridine-3-carbonitrile